3-chloro-N-(5-chloro-6-(2H-1,2,3-triazol-2-yl)pyridin-3-yl)-4'-fluoro-2'-hydroxy-[1,1'-biphenyl]-4-carboxamide ClC=1C=C(C=CC1C(=O)NC=1C=NC(=C(C1)Cl)N1N=CC=N1)C1=C(C=C(C=C1)F)O